OC1CCC(CC1)OC1=CC=C(C2=C1N=C(O2)N2CC1N(C(C2)C1)C(=O)OC(C)(C)C)C=1SC=CN1 tert-Butyl 3-(4-((4-hydroxycyclohexyl)oxy)-7-(thiazol-2-yl)benzo[d]oxazol-2-yl)-3,6-diazabicyclo[3.1.1]heptane-6-carboxylate